(R)-1-(3-chloro-3'-(2-(3,4-dimethylpiperazin-1-yl)pyridin-4-yl)-5'-fluoro-2'-hydroxy-[1,1'-biphenyl]-4-yl)-3-methyl-1H-imidazol-2(3H)-one ClC=1C=C(C=CC1N1C(N(C=C1)C)=O)C1=C(C(=CC(=C1)F)C1=CC(=NC=C1)N1C[C@H](N(CC1)C)C)O